COC1=CC=C(C=C1)CN1N=CC=2C=NC=C(C21)C(=O)O 1-[(4-methoxyphenyl)methyl]-1H-pyrazolo[4,3-c]pyridine-7-carboxylic acid